C(C1=CC=CC=C1)OC[C@H](C)OC1=CC=2N(C=C1S(=O)(=O)C(C)(C)C)C(=CN2)I (s)-7-((1-(benzyloxy)propan-2-yl)oxy)-6-(tert-butylsulfonyl)-3-iodoimidazo[1,2-a]pyridine